ethyl 2-(4-(1-((2r,5s)-4-(6-chloro-1-methyl-2-oxo-1,2-dihydropyrido[3,2-d]pyrimidin-4-yl)-2,5-diethylpiperazin-1-yl) ethyl) phenoxy)-2-methylpropionate ClC=1C=CC=2N(C(N=C(C2N1)N1C[C@H](N(C[C@@H]1CC)C(C)C1=CC=C(OC(C(=O)OCC)(C)C)C=C1)CC)=O)C